FC1=C(OC=2C3=C(N=CN2)CN(CC3)C(=O)OC3=CC=C(C=C3)[N+](=O)[O-])C=CC(=C1)NC(=O)C=1C(N(C(N(C1)C(C)C)=O)C1=CC=C(C=C1)F)=O 4-nitrophenyl 4-(2-fluoro-4-(3-(4-fluorophenyl)-1-isopropyl-2,4-dioxo-1,2,3,4-tetrahydropyrimidine-5-carboxamido)phenoxy)-5,6-dihydropyrido[3,4-d]pyrimidine-7(8H)-carboxylate